4-((S)-4-propenoyl-2-methylpiperazin-1-yl)-6-chloro-7-(2-fluoro-6-hydroxyphenyl)-1-(2-isopropyl-4-(methylsulfanyl)pyridin-3-yl)pyrido[2,3-d]pyrimidin-2(1H)-one C(C=C)(=O)N1C[C@@H](N(CC1)C=1C2=C(N(C(N1)=O)C=1C(=NC=CC1SC)C(C)C)N=C(C(=C2)Cl)C2=C(C=CC=C2O)F)C